C1(CCCC1)CCN(C(=O)OCC=1C(=NOC1C1=CC=C(O[C@@H]2C[C@H](CCC2)C(=O)O)C=C1)C)C |r| (±)-(trans)-3-(4-(4-((((2-cyclopentyl-ethyl)(methyl)carbamoyl)oxy)methyl)-3-methylisoxazol-5-yl)phenoxy)cyclohexane-1-carboxylic acid